α-hexyl-styrene C(CCCCC)C(=C)C1=CC=CC=C1